N-(3-(2-((2,6-Dioxopiperidin-3-yl)amino)pyridin-4-yl)prop-2-yn-1-yl)-5-(8-(7-ethyl-1,3-dimethyl-2-oxo-1,2-dihydroquinolin-5-yl)isoquinolin-3-yl)picolinamide O=C1NC(CCC1NC1=NC=CC(=C1)C#CCNC(C1=NC=C(C=C1)C=1N=CC2=C(C=CC=C2C1)C1=C2C=C(C(N(C2=CC(=C1)CC)C)=O)C)=O)=O